(S)-N-Allyl-1-((2-allyl-4-methyl-2H-indazol-7-yl)sulfonyl)-N-(4,4-difluorocyclohexyl)pyrrolidine-2-carboxamide C(C=C)N(C(=O)[C@H]1N(CCC1)S(=O)(=O)C1=CC=C(C2=CN(N=C12)CC=C)C)C1CCC(CC1)(F)F